methoxybenzylaminopyridine COC=1C(=NC=CC1)NCC1=CC=CC=C1